propyl-valerolactone C(CC)C1C(=O)OCCC1